(E)-1-(4-(3-(benzo[d]oxazol-2-yl-thio)propoxy)phenyl)-3-(4-tolyl)-2-propen-1-one O1C(=NC2=C1C=CC=C2)SCCCOC2=CC=C(C=C2)C(\C=C\C2=CC=C(C=C2)C)=O